5-(4-(difluoromethyl)-6-(((S)-1,1,1-trifluoropropan-2-yl)amino)pyridin-3-yl)-N-(trans-2-Hydroxycyclobutyl)-4-((S)-2-methylpyrrolidine-1-carbonyl)thiazole-2-carboxamide FC(C1=C(C=NC(=C1)N[C@H](C(F)(F)F)C)C1=C(N=C(S1)C(=O)N[C@H]1[C@@H](CC1)O)C(=O)N1[C@H](CCC1)C)F